O=C1NC2(CN(C2)C(=O)N2CC3(C2)CC(C3)CC=3C=CC(=C(C#N)C3)C(F)(F)F)CN1 5-[[2-(6-keto-2,5,7-triazaspiro[3.4]octane-2-carbonyl)-2-azaspiro[3.3]heptan-6-yl]methyl]-2-(trifluoromethyl)benzonitrile